C(C)N(C(CC(C)=O)=O)CC.[Zr] zirconium N,N-diethyl-3-oxobutyramide